Ethyl Propyl Carbonate C(OCC)(OCCC)=O